C(C=C)C1=C2C(C=C(N(C2=C(C=N1)Cl)C1=C(C=C(C=C1Cl)F)Cl)C)=O 5-allyl-8-chloro-1-(2,6-dichloro-4-fluorophenyl)-2-methyl-1,6-naphthyridin-4(1H)-one